IC1=CC=C(C=C1)CC(=O)N(CC1=C(C(=CC(=C1)F)F)F)C 2-(4-Iodophenyl)-N-methyl-N-(2,3,5-trifluorobenzyl)acetamide